4,4'-bis(chlorocarbonyl)azobenzene ClC(=O)C1=CC=C(C=C1)N=NC1=CC=C(C=C1)C(=O)Cl